Cl.Cl.N[C@H](C(=O)N[C@H](C(=O)NC)[C@H](CC)C)CC1=C(C=CC=C1)NC(=N)N (2S,3S)-2-[(2S)-2-amino-3-(2-carbamimidamidophenyl)propanamido]-N,3-dimethylpentanamide dihydrochloride